CC(=O)N[C@@H]1[C@H]([C@@H]([C@H](O[C@H]1O[C@H]2[C@H]([C@@H]([C@H](O[C@@H]2OC[C@@H]3[C@H]([C@@H]([C@@H]([C@@H](O3)O[C@@H]4[C@H](O[C@H]([C@@H]([C@H]4O)NC(=O)C)O[C@@H]5[C@H](OC([C@@H]([C@H]5O)NC(=O)C)O)CO)CO)O)O[C@@H]6[C@H]([C@H]([C@@H]([C@H](O6)CO)O)O)O[C@H]7[C@@H]([C@H]([C@@H]([C@H](O7)CO)O)O)NC(=O)C)O)CO)O)O)CO)O)O The molecule is an amino heptasaccharide derivative that is beta-D-Man-(1->4)-beta-D-GlcNAc-(1->4)-GlcNAc in which the mannosyl group is substituted at positions 3 and 6 by beta-D-GlcNAc-(1->2)-alpha-D-Man groups. It is a glucosamine oligosaccharide and an amino heptasaccharide.